C(=O)OC1=C(C=CC(=C1)C(F)(F)F)C1=C2C(=C(N=N1)N[C@H]1C[C@@H](CCC1)O)C=NC=C2 2-(4-{[(1R,3R)-3-hydroxycyclohexyl]amino}pyrido[3,4-d]pyridazin-1-yl)-5-(trifluoromethyl)phenol formate